5-(4-((2-hydroxypyrimidin-5-yl)methoxy)phenyl)-2-oxo-6-(trifluoromethyl)-1,2-dihydropyridine-3-carboxamide OC1=NC=C(C=N1)COC1=CC=C(C=C1)C=1C=C(C(NC1C(F)(F)F)=O)C(=O)N